Cl.NC(C(=O)N[C@@H](CCCC1=CC=CC=C1)B1OC(C(O1)(C)C)(C)C)CCOC 2-amino-4-methoxy-N-((R)-4-phenyl-1-(4,4,5,5-tetramethyl-1,3,2-dioxaborolan-2-yl)butyl)butanamide hydrochloride